C(C)OC=1C=CC(=NC1)C=1N(C(=NN1)C1CC(C1)NC(=O)C=1C=2N=C(C=NC2C=CC1)O)C1=C(C=CC=C1)F N-((1R,3r)-3-(5-(5-ethoxypyridin-2-yl)-4-(2-fluorophenyl)-4H-1,2,4-triazol-3-yl)cyclobutyl)-3-hydroxyquinoxaline-5-carboxamide